1-(7-chloro-1,2,3,4-tetrahydronaphthalen-1-yl)methanamine, hydrochloride Cl.ClC1=CC=C2CCCC(C2=C1)CN